5-(difluoromethyl)isoxazole-3-carboxylic acid ethyl ester C(C)OC(=O)C1=NOC(=C1)C(F)F